C(C)OC(C(C1=CC=NC=C1)C1=C(C2=C(NC(=N2)C(C2CCCCCCC2)NC(=O)OC(C)(C)C)C=C1)F)=O 2-{2-[(tert-Butoxycarbonylamino)(cyclooctyl)methyl]-4-fluoro-1H-benzimidazol-5-yl}-2-(pyridin-4-yl)acetic acid ethyl ester